tert-butyl-N-[[4-[6-[4-[[4-[4-[(2,6-dioxo-3-piperidyl)amino]phenyl]-1-piperidyl]methyl]phenyl]pyrrolo[2,1-f][1,2,4]triazin-4-yl]-2-methyl-phenyl]methyl]isoxazole-3-carboxamide C(C)(C)(C)C=1C(=NOC1)C(=O)NCC1=C(C=C(C=C1)C1=NC=NN2C1=CC(=C2)C2=CC=C(C=C2)CN2CCC(CC2)C2=CC=C(C=C2)NC2C(NC(CC2)=O)=O)C